4-bromo-10-chloro-8-oxatricyclo[7.4.0.02,7]trideca-1(9),2,4,6,10,12-hexaene BrC=1C=C2C=3C=CC=C(C3OC2=CC1)Cl